C(C)(C)(C)OC(=O)N1CC2=CC=C(C=C2CC1)NC1=CC=NC2=NC(=CC=C12)OC 4-((2-(tert-butoxycarbonyl)-1,2,3,4-tetrahydroisoquinolin-6-yl)amino)-7-methoxy-1,8-naphthyridine